C(C)(C)(C)OC(NC1CN(CC(C1)C(N)=O)C(=O)C1=CC2=C(N(C(=N2)C2=CC=3C(=NC=CC3)N2CC2CC2)C)C(=C1)OC)=O N-(5-carbamoyl-1-{2-[1-(cyclopropylmethyl)-1H-pyrrolo[2,3-b]pyridin-2-yl]-7-methoxy-1-methyl-1H-1,3-benzodiazole-5-carbonyl}piperidin-3-yl)carbamic acid tert-butyl ester